CC1(C2=CC=CC=C2N(C=2C=CC=CC12)C1=CC=C(C=C1)C=1C(=CC(=C(C1)C#N)C#N)C1=CC=C(C=C1)N1C=2C=CC=CC2C(C2=CC=CC=C12)(C)C)C 4,4''-bis(9,9-dimethylacridin-10(9H)-yl)-[1,1':2',1''-terphenyl]-4',5'-dicarbonitrile